Fluoro-8-(5-(2-hydroxypropan-2-yl)-1-methyl-1H-1,2,4-triazol-3-yl)-1-isopropyl-4-oxo-4H-quinolizine-3-carboxylic acid FC=1C(=C2C=C(C=CN2C(C1C(=O)O)=O)C1=NN(C(=N1)C(C)(C)O)C)C(C)C